(R)-5-fluoro-N,N-diisopropyl-2-((5-(7-(pyrrolidin-3-ylmethyl)-2,7-diazaspiro[3.5]Nonan-2-yl)-1,2,4-triazin-6-yl)oxy)benzamide hydrochloride Cl.FC=1C=CC(=C(C(=O)N(C(C)C)C(C)C)C1)OC1=C(N=CN=N1)N1CC2(C1)CCN(CC2)C[C@H]2CNCC2